methyl (S,E)-(7-(dimethylamino)-1-((1-((5-fluoro-1H-benzo[d]imidazol-2-yl)methyl)-2-oxo-1,2-dihydropyridin-3-yl)amino)-1,7-dioxohept-5-en-2-yl)carbamate CN(C(/C=C/CC[C@@H](C(=O)NC=1C(N(C=CC1)CC1=NC2=C(N1)C=CC(=C2)F)=O)NC(OC)=O)=O)C